4-[5-(2,6-dibenzyloxy-3-pyridinyl)-2-pyridinyl]-6-hydroxy-1,4-diazacycloheptane-1-carboxylic acid tert-butyl ester C(C)(C)(C)OC(=O)N1CCN(CC(C1)O)C1=NC=C(C=C1)C=1C(=NC(=CC1)OCC1=CC=CC=C1)OCC1=CC=CC=C1